methyl (4S)-4-aminocyclopent-1-ene-1-carboxylate hydrochloride Cl.N[C@H]1CC=C(C1)C(=O)OC